(S)-N-(4-cyano-3-(trifluoromethyl)phenyl)-2-hydroxy-3-(1H-indol-1-yl)-2-methylpropanamide C(#N)C1=C(C=C(C=C1)NC([C@@](CN1C=CC2=CC=CC=C12)(C)O)=O)C(F)(F)F